2-amino-1,3-diethylbenzene NC1=C(C=CC=C1CC)CC